4-benzylpiperidine-4-carbonitrile hydrogen chloride salt Cl.C(C1=CC=CC=C1)C1(CCNCC1)C#N